(1R,4r)-4-(5-cyano-4-((1R,3S)-3-hydroxy-3-methylcyclohexylamino)pyrimidin-2-ylamino)-N,N-dimethylcyclohexanecarboxamide C(#N)C=1C(=NC(=NC1)NC1CCC(CC1)C(=O)N(C)C)N[C@H]1C[C@@](CCC1)(C)O